N[C@@H]1CN(CC1)C1=C(C=CC=2N(C(=NC21)C(C)C)C)NC(=O)C=2C(N(N=CC2)C2=C(C=CC=C2F)F)=O (S)-N-(4-(3-aminopyrrolidin-1-yl)-2-isopropyl-1-methyl-1H-benzo[d]imidazol-5-yl)-2-(2,6-difluorophenyl)-3-oxo-2,3-dihydropyridazine-4-carboxamide